COC=1C=C2C(=C(C=NC2=CC1OC)C(=O)N1CCN(CC1)S(=O)(=O)C)N1CCC(CC1)(C#N)C 1-(6,7-dimethoxy-3-(4-(methylsulfonyl)piperazine-1-carbonyl)quinolin-4-yl)-4-methylpiperidine-4-carbonitrile